4-[1-[2-[3-(difluoromethyl)-5-methyl-pyrazol-1-yl]acetyl]-4-piperidinyl]-N-tetrahydronaphthalen-1-yl-pyridine-2-carboxamide FC(C1=NN(C(=C1)C)CC(=O)N1CCC(CC1)C1=CC(=NC=C1)C(=O)NC1CCCC2=CC=CC=C12)F